FC1=CC2=C(N=C(S2)C2=NN=C3N2CCN([C@@H]3C)C(C3=CC(=C(C=C3)F)[2H])=O)C=C1C#N (R)-6-fluoro-2-(7-(4-fluorobenzoyl-3-d)-8-methyl-5,6,7,8-tetrahydro-[1,2,4]triazolo[4,3-a]pyrazin-3-yl)benzo[d]thiazole-5-carbonitrile